C(C1=CC=CO1)[Na] furfuryl-sodium